2-(2-isopropyl-3-pyridyl)-5-methoxy-4-[[4-[1-methyl-4-(trifluoromethyl)imidazol-2-yl]phenyl]methoxy]pyrimidine C(C)(C)C1=NC=CC=C1C1=NC=C(C(=N1)OCC1=CC=C(C=C1)C=1N(C=C(N1)C(F)(F)F)C)OC